2-(1-(1-methylpiperidin-4-yl)-3-(p-tolyl)-1H-1,2,4-triazol-5-yl)morpholine CN1CCC(CC1)N1N=C(N=C1C1CNCCO1)C1=CC=C(C=C1)C